6-bromo-3-fluoro-2-methoxy-pyridine BrC1=CC=C(C(=N1)OC)F